C1(CC1)N(S(=O)=O)CC1=C(C=CC=C1)[N+](=O)[O-] N-cyclopropyl-N-(2-nitrophenyl)methylsulfonamide